(S)-4-(2-(1-Ethyl-3-(trifluoromethyl)-1H-pyrazol-4-yl)phenyl)-6-((R,E)-4-(methylamino)pent-2-enoyl)-4,5,6,7-tetrahydrothieno[2,3-c]pyridine-2-carbonitrile C(C)N1N=C(C(=C1)C1=C(C=CC=C1)[C@H]1C2=C(CN(C1)C(\C=C\[C@@H](C)NC)=O)SC(=C2)C#N)C(F)(F)F